4-[[5-(2,4-difluoro-3-hydroxy-phenyl)-1,3,4-thiadiazol-2-yl]methyl]-6-[(1S)-2,2,2-trifluoro-1-phenyl-ethyl]-4,6-diazaspiro[2.4]heptane-5,7-dione FC1=C(C=CC(=C1O)F)C1=NN=C(S1)CN1C2(CC2)C(N(C1=O)[C@H](C(F)(F)F)C1=CC=CC=C1)=O